diethyl 2-((4R,5S)-5-hydroxy-4-(hydroxymethyl)-1,3-dioxan-2-yl)malonate O[C@@H]1[C@H](OC(OC1)C(C(=O)OCC)C(=O)OCC)CO